C(C)(C)(C)OC(=O)NC(C(=O)O)(CC)C1=C(C=CC=C1)C ((tert-butoxycarbonyl)amino)-2-(o-tolyl)butanoic acid